O1P(OC1CO)(=O)OP(=O)([O-])[O-] o-hydroxyethylidene diphosphate